6-((3'-cyano-2'-methyl-[1,1'-biphenyl]-3-yl)methoxy)-2-methoxynicotinonitrile C(#N)C=1C(=C(C=CC1)C1=CC(=CC=C1)COC1=NC(=C(C#N)C=C1)OC)C